C(C1=CC=CC=C1)OC[C@H]1OC[C@@H](OC1)CC1C(CC(N(C1)C(=O)OC(C)(C)C)=O)=O tert-butyl 5-{[(2S,5R)-5-[(benzyloxy)methyl]-1,4-dioxan-2-yl]methyl}-2,4-dioxopiperidine-1-carboxylate